FC1=C(C=CC(=C1)OC1=CC(=NC=C1)NCC(F)(F)F)NC1=NC=NC2=CC(=C(C=C12)NC1CCN(CC1)C(C=C)=O)OC 1-(4-((4-((2-fluoro-4-((2-((2,2,2-trifluoroethyl)amino)pyridin-4-yl)oxy)phenyl)amino)-7-methoxyquinazolin-6-yl)amino)piperidin-1-yl)prop-2-en-1-one